(5S,6R)-2-amino-6-((S)-5H-imidazo[5,1-a]isoindol-5-yl)-5,6,7,8-tetrahydroquinazolin-5-ol NC1=NC=2CC[C@@H]([C@@H](C2C=N1)O)[C@@H]1N2C(C3=CC=CC=C13)=CN=C2